2-((1r,4r)-4-hydroxycyclohexylamino)-4-(pentan-3-ylamino)pyrimidine-5-carboxamide OC1CCC(CC1)NC1=NC=C(C(=N1)NC(CC)CC)C(=O)N